(R)-4-Acetylpiperazine-1,3-dicarboxylic acid 1-(tert-butyl) ester 3-methyl ester COC(=O)[C@H]1CN(CCN1C(C)=O)C(=O)OC(C)(C)C